tris(3,5-di-t-butyl-4-hydroxyphenyl)-2,4,6-trimethylbenzene C(C)(C)(C)C=1C=C(C=C(C1O)C(C)(C)C)C=1C(=C(C(=C(C1C)C1=CC(=C(C(=C1)C(C)(C)C)O)C(C)(C)C)C)C1=CC(=C(C(=C1)C(C)(C)C)O)C(C)(C)C)C